CC=1NC(C=2SC(=C3OCCCC1C23)C=2C(=NNC2)C)=O 5-methyl-1-(3-methyl-1H-pyrazol-4-yl)-4,6,7,8-tetrahydro-3H-9-oxa-2-thia-4-azabenzo[cd]azulen-3-one